(2R,4S)-5-(biphenyl-4-yl)-4-[(tert-butoxycarbonyl)amino]-2-methyl-valeric acid C1(=CC=C(C=C1)C[C@H](C[C@H](C(=O)O)C)NC(=O)OC(C)(C)C)C1=CC=CC=C1